Cl.CC1=NC2=C(C=3CCCCC13)CNC2 5-Methyl-2,3,6,7,8,9-hexahydro-1H-pyrrolo[3,4-c]isoquinoline hydrochloride